tert-Butyl (4-(5-chloro-1-hydroxy-3-((S)-1-((2S,4R)-4-methoxy-1-methylpyrrolidin-2-yl)ethoxy)-7,9-dihydrofuro[3,4-f]quinazolin-6-yl)-3-cyano-7-fluorobenzo[b]thiophen-2-yl)carbamate ClC1=C(C2=C(C=3C(=NC(=NC13)O[C@@H](C)[C@H]1N(C[C@@H](C1)OC)C)O)COC2)C2=CC=C(C=1SC(=C(C12)C#N)NC(OC(C)(C)C)=O)F